tert-Butyl N-[(1R)-1-[3,6-dimethyl-2-(2-methylpyrazolo[3,4-b]pyridin-5-yl)-4-oxo-chromen-8-yl]ethyl]carbamate CC1=C(OC2=C(C=C(C=C2C1=O)C)[C@@H](C)NC(OC(C)(C)C)=O)C1=CC=2C(N=C1)=NN(C2)C